8-(cyclopropylmethylsulfonyl)-7-ethyl-1,3-dimethyl-1H-purine-2,6(3H,7H)-dione C1(CC1)CS(=O)(=O)C1=NC=2N(C(N(C(C2N1CC)=O)C)=O)C